N1-(3-Fluoro-5-(3-(methoxy-d3)phenyl)pyridin-2-yl)-N2-methoxycyclopent-1-ene-1,2-dicarboxamide FC=1C(=NC=C(C1)C1=CC(=CC=C1)OC([2H])([2H])[2H])NC(=O)C1=C(CCC1)C(=O)NOC